(S)-2-(4,4-difluorocyclohexyl)-5-ethyl-3,4-dihydro-2H-pyrrole FC1(CCC(CC1)[C@H]1N=C(CC1)CC)F